Cl.Cl.NC1=CC=C(C=C1)C=1C=C2C(=NNC2=CC1)NC(=O)C1CCN(CC1)C N-[5-(4-aminophenyl)-1H-indazol-3-yl]-1-methylpiperidine-4-carboxamide dihydrochloride